9-((2-chloro-4-((4-trifluoromethylpyridin-2-yl)oxy)phenyl)(hydroxyl)methyl)-2-(methoxymethyl)-2-methyl-4,7-dihydro-1H-pyrrolo[3',2':5,6]pyrido[3,4-b]pyrazin-3(2H)-one ClC1=C(C=CC(=C1)OC1=NC=CC(=C1)C(F)(F)F)C(C1=CNC2=C1C1=C(NC(C(N1)(C)COC)=O)C=N2)O